NC1=NC=C(C=C1NC(C1=CC(=CC=C1)C#CC(C)(C)O)=O)Br N-(2-amino-5-bromopyridin-3-yl)-3-(3-hydroxy-3-methylbut-1-yn-1-yl)benzamide